N-(3-(6-ethyl-2-(1-fluorocyclopropyl)pyrimidin-4-yl)-1-methyl-1H-pyrrolo[2,3-c]pyridin-5-yl)acetamide C(C)C1=CC(=NC(=N1)C1(CC1)F)C1=CN(C2=CN=C(C=C21)NC(C)=O)C